CN1N=C(C=C1C)CNC1=CC=C2C=NC(=NC2=C1)NC1=C(C=C2CCN(CC2=C1)C)OC N~7~-[(1,5-dimethyl-1H-pyrazol-3-yl)methyl]-N~2~-(6-methoxy-2-methyl-1,2,3,4-tetrahydroisoquinolin-7-yl)quinazoline-2,7-diamine